CC([O-])C.[Nb+5].C(C)(C)(C)[SiH](Cl)C(C)(C)C.CC([O-])C.CC([O-])C.CC([O-])C.CC([O-])C Di-tert-butylchlorosilan niobium(V) isopropoxide